FC(CCC)(F)C=1C=C(C=CC1)CCCC(=O)O 4-(3-(1,1-difluorobutyl)phenyl)butanoic acid